(4-((1-(3-amino-5-(trifluoromethyl)phenyl)ethyl)amino)-6-((2-methoxyethyl)amino)-2-methylquinazoline-7-yl)(morpholino)methanone NC=1C=C(C=C(C1)C(F)(F)F)C(C)NC1=NC(=NC2=CC(=C(C=C12)NCCOC)C(=O)N1CCOCC1)C